FC=1N(C(C2=CC=CC=C2C1C(C)C)=O)[C@@H]1C[C@@H](CC1)OC fluoro-4-isopropyl-2-((cis)-3-methoxycyclopentyl)isoquinolin-1(2H)-one